(2-oxoethyl)piperidine-1,4-dicarboxylic acid 1-(tert-butyl) ester 4-methyl ester COC(=O)C1CC(N(CC1)C(=O)OC(C)(C)C)CC=O